methyl 2-bromo-α-cyanocinnamate BrC1=C(C=C(C(=O)OC)C#N)C=CC=C1